C(C1=CC=CC=C1)N(C(C1=NC=C(C=C1)F)=O)C1CCN(CC1)S(=O)(=O)CCCC N-benzyl-N-(1-(butylsulfonyl)piperidin-4-yl)-5-fluoropicolinamide